N1=CC(=CC=C1)CC1N2CCC(C1O)CC2 Cis-2-(3-pyridylmethyl)quinuclidin-3-ol